ClC=1C=C2C=C(NC2=CC1)CNC(N(C)[C@H]1CN(CCC1)C(=O)N(C)C)=O (R)-3-(3-((5-chloro-1H-indol-2-yl)methyl)-1-methylureido)-N,N-dimethylpiperidine-1-carboxamide